SCCSC(CS)CSCCS 2,3-bis(2-mercapto-ethylthio)-1-propanethiol